benzyl (3S)-3-(9H-fluoren-9-ylmethoxycarbonylamino)-4-[methyl-[(2S)-1-oxo-1-[[(2S)-1-oxo-1-piperidin-1-ylpropan-2-yl]amino]-3-phenylpropan-2-yl]amino]-4-oxobutanoate C1=CC=CC=2C3=CC=CC=C3C(C12)COC(=O)N[C@@H](CC(=O)OCC1=CC=CC=C1)C(=O)N([C@H](C(N[C@H](C(N1CCCCC1)=O)C)=O)CC1=CC=CC=C1)C